O1C(=CC=C1)COC(CC1=CC=CC=C1)=O 2-Furylmethyl-phenylacetat